C(C)(=O)O[C@H]([C@@H](COC(C)=O)OC(C)=O)[C@@H]1O[C@@]([C@@H]([C@@H]([C@H]1NC(=O)OC(C)(C)C)N=[N+]=[N-])Br)(C(=O)OC)O (1S,2R)-1-((2R,3R,4R,5R,6R)-4-azido-5-bromo-3-((tert-butoxycarbonyl)amino)-6-hydroxy-6-(methoxycarbonyl)tetrahydro-2H-pyran-2-yl)propane-1,2,3-triyl triacetate